4-(7-(8-Ethyl-7-fluoro-3-hydroxynaphthalen-1-yl)-8-fluoro-2-(((2R,7aS)-2-fluorotetrahydro-1H-pyrrolizin-7a(5H)-yl)methoxy)pyrido[4,3-d]pyrimidin-4-yl)-1-imino-1λ6,4-thiazepane 1-oxide C(C)C=1C(=CC=C2C=C(C=C(C12)C1=C(C=2N=C(N=C(C2C=N1)N1CCS(CCC1)(=N)=O)OC[C@]12CCCN2C[C@@H](C1)F)F)O)F